C1CCC12CNCCC2 6-azaspiro-[3.5]nonane